O=C1[C@H]2C([C@H]2CC1)(CC(=O)OCC)CC(=O)[O-] ethyl (1R,5S)-2-oxobicyclo[3.1.0]hexane-6,6-diacetate